dihydroxyaluminum bicarbonate C([O-])(O)=O.O[Al+]O